C(CC(O)(C(=O)[O-])CC(=O)[O-])(=O)[O-].[Ag+].[Ag+].[Ag+] silver citrate salt